3-((5-(Aminomethyl)-3-fluoropyridin-2-yl)amino)piperidine-2,6-dione NCC=1C=C(C(=NC1)NC1C(NC(CC1)=O)=O)F